4,4,4-trifluoro-3-(3-methoxy-[1,1'-biphenyl]-4-yl)butyl methanesulfonate CS(=O)(=O)OCCC(C(F)(F)F)C1=C(C=C(C=C1)C1=CC=CC=C1)OC